[N+](=O)([O-])C=1C=NN(C1)[C@@H]1CN(CC1)C(=O)OC(C)(C)C tert-butyl (S)-3-(4-nitro-1H-pyrazol-1-yl)pyrrolidine-1-carboxylate